[3,5-di-t-butyl-4-hydroxyphenyl] propionate C(CC)(=O)OC1=CC(=C(C(=C1)C(C)(C)C)O)C(C)(C)C